FC(COC1=NC2=CC(=CC=C2C=C1)[C@@H]1[C@H](C1)C=1C=2N(N=C(C1)C=1C(NC(NC1)=O)=O)C=CN2)(F)F 5-(8-((1S,2S)-2-(2-(2,2,2-trifluoroethoxy)quinolin-7-yl)cyclopropyl)imidazo[1,2-b]pyridazin-6-yl)pyrimidine-2,4(1H,3H)-dione